CCCCC/C=C\\CCCCCCCC(=O)SCCNC(=O)CCNC(=O)[C@@H](C(C)(C)COP(=O)([O-])OP(=O)([O-])OC[C@@H]1[C@H]([C@H]([C@@H](O1)N2C=NC3=C(N=CN=C32)N)O)OP(=O)([O-])[O-])O The molecule is an acyl-CoA(4-) arising from deprotonation of the phosphate and diphosphate functions of (9Z)-pentadecenoyl-CoA. It is a conjugate base of a (9Z)-pentadecenoyl-CoA.